(R)-4-(3H-[1,2,3]triazolo[4,5-b]pyridin-3-yl)-2-fluoro-N-(8-(4-hydroxybut-1-en-1-yl)isoquinolin-1-yl)-N-(piperidin-3-yl)benzamide N1=NN(C2=NC=CC=C21)C2=CC(=C(C(=O)N([C@H]1CNCCC1)C1=NC=CC3=CC=CC(=C13)C=CCCO)C=C2)F